C(C1=CC=CC=C1)N1N=C(C(N(C1=O)CC1=CC=CC=C1)=O)C1=CC(=CC=C1)F 2,4-dibenzyl-6-(3-fluorophenyl)-1,2,4-triazine-3,5(2H,4H)-dione